4-fluorobenzoyl-sulfur FC1=CC=C(C(=O)[S])C=C1